ClC1=CC=C(C=C1)N1C(=NC2=CC(=C(C=C2C1=O)/C=C/C(=O)NO)F)CC (E)-3-(3-(4-chlorophenyl)-2-ethyl-7-fluoro-4-oxo-3,4-dihydroquinazolin-6-yl)-N-hydroxyacrylamide